2-(dinaphtho[2,1-b:1',2'-d]furan-6-yl)-4,4,5,5-tetramethyl-1,3,2-dioxaborolane C1=CC=CC=2C=C(C=3OC4=C(C3C12)C1=CC=CC=C1C=C4)B4OC(C(O4)(C)C)(C)C